CCCCCCCCCC(=O)OCCN1CCN(CC1)CCCN2C3=CC=CC=C3SC4=C2C=C(C=C4)C(F)(F)F The molecule is the prodrug of fluphenazine, an antipsychotic drug used for the symptomatic management of psychosis in patients with schizophrenia. It has a role as a phenothiazine antipsychotic drug, a prodrug and a dopaminergic antagonist. It is a member of phenothiazines, a decanoate ester, an organofluorine compound and a N-alkylpiperazine. It derives from a fluphenazine.